N-(3-cyano-4-fluorophenyl)-3-(6-methoxypyridin-3-yl)-1-oxo-2-(2,2,2-trifluoroethyl)-1,2,3,4-tetrahydroisoquinoline-4-carboxamide C(#N)C=1C=C(C=CC1F)NC(=O)C1C(N(C(C2=CC=CC=C12)=O)CC(F)(F)F)C=1C=NC(=CC1)OC